Sodium (2S)-2-((S)-2-((((6-(tert-butoxycarbonyl)-6-azaspiro[3.4]octan-2-yl)oxy)carbonyl)amino)-4-methylpentanamido)-1-hydroxy-3-((R)-2-oxopyrrolidin-3-yl)propane-1-sulfonate C(C)(C)(C)OC(=O)N1CC2(CC(C2)OC(=O)N[C@H](C(=O)N[C@H](C(S(=O)(=O)[O-])O)C[C@@H]2C(NCC2)=O)CC(C)C)CC1.[Na+]